C1(=CC(=CC=C1)C([C@H](C(C)C)N(C([O-])=O)[C@H](C(=O)N[C@H](CO)C[C@H]1C(NCC1)=O)CC(C)C)(F)F)C1=CC=CC=C1 (S)-1-([1,1'-biphenyl]-3-yl)-1,1-difluoro-3-methylbutan-2-yl((S)-1-(((S)-1-hydroxy-3-((S)-2-oxopyrrolidin-3-yl)propan-2-yl)amino)-4-methyl-1-oxopentan-2-yl)carbamate